ClC1=CC=C(C=C1)C[C@@H](CC1C(OC(OC1=O)(C)C)=O)NC(OC(C)(C)C)=O (R)-tert-butyl (1-(4-chlorophenyl)-3-(2,2-dimethyl-4,6-dioxo-1,3-dioxan-5-yl)propan-2-yl)carbamate